ClC1=CC2=C(N=C(N=C2N2CC(OCC2)C)C2=C(C(=CC(=C2F)OC)OC)F)C=N1 4-(6-chloro-2-(2,6-difluoro-3,5-dimethoxyphenyl)pyrido[3,4-d]pyrimidin-4-yl)-2-methylmorpholine